mono-trifluoroethanol lithium trifluoroborate B(F)(F)F.[Li].FC(CO)(F)F